1-Methyl-2-[5-[3-[4-(4-methylpiperazin-1-yl)phenyl]phenyl]-2H-1,2,3-triazol-4-yl]-2,3-dihydro-quinazolin-4-one CN1C(NC(C2=CC=CC=C12)=O)C1=NNN=C1C1=CC(=CC=C1)C1=CC=C(C=C1)N1CCN(CC1)C